C1(=CC=CC=C1)N1C(=NN=C1C=1SC=CN1)C1CC(C1)NC(=O)C1=CC=NC2=CC=CN=C12 N-((1r,3r)-3-(4-phenyl-5-(thiazol-2-yl)-4H-1,2,4-triazol-3-yl)cyclobutyl)-1,5-naphthyridine-4-carboxamide